NC=1SC2=C(N1)C(=CC=C2)C=2C(=CC1=C(N(C(N=C1N1CCNCC(C1)(F)F)=O)C=1C(=NC=CC1C)C(C)C)N2)F 7-(2-aminobenzo[d]thiazol-4-yl)-4-(6,6-difluoro-1,4-diazepan-1-yl)-6-fluoro-1-(2-isopropyl-4-methylpyridin-3-yl)pyrido[2,3-d]pyrimidin-2(1H)-one